Chloroaminoketone hydrochloride Cl.ClNC(=O)NCl